CN(C)C=C1CCC=2C(=C(C=C(C2C1=O)NC(C)=O)F)C N-(7-((Dimethylamino)methylene)-3-fluoro-4-methyl-8-oxo-5,6,7,8-tetrahydronaphthalen-1-yl)acetamide